3-[3-[4-(4-Chloro-phenyl)-6-trifluoromethyl-pyrimidin-2-yl]-[1,2,4]oxadiazol-5-yl]-benzenesulfonamide ClC1=CC=C(C=C1)C1=NC(=NC(=C1)C(F)(F)F)C1=NOC(=N1)C=1C=C(C=CC1)S(=O)(=O)N